S(=O)(=O)(C1=CC=C(C=C1)O)C1=CC=C(C=C1)O 4,4'-sulfonyldi-phenol